terephthalic acid bis(n-methylamine) salt CN.CN.C(C1=CC=C(C(=O)O)C=C1)(=O)O